CCC(CC)(CNC(=O)CCCO)C1=CC(=CC=C1)OC tributane